BrC1=C(N(C=2N=CN=C(C21)N)C(F)F)I 5-bromo-7-(difluoromethyl)-6-iodo-7H-pyrrolo[2,3-d]pyrimidin-4-amine